C(C)(C)(C)C1=CC(=NO1)NC(=O)N1N(CCCC1)C1=NC=C(C=C1)C(F)(F)F N-(5-(tert-butyl)isoxazol-3-yl)-2-(5-(trifluoromethyl)pyridin-2-yl)tetrahydropyridazine-1(2H)-carboxamide